tert-Butyl 3-(4-(((tert-butyldimethylsilyl)oxy)methyl)-3-methyl-2-oxo-2,3-dihydro-1H-imidazol-1-yl)-2,6-dioxopiperidine-1-carboxylate [Si](C)(C)(C(C)(C)C)OCC=1N(C(N(C1)C1C(N(C(CC1)=O)C(=O)OC(C)(C)C)=O)=O)C